1-(3-((1r,4r)-4-(4-chlorophenyl)cyclohexyl)-1,4-dioxo-1,4-dihydronaphthalen-2-yl) 14-ethyl tetradecanedioate C(CCCCCCCCCCCCC(=O)OCC)(=O)OC=1C(C2=CC=CC=C2C(C1C1CCC(CC1)C1=CC=C(C=C1)Cl)=O)=O